tert-butyl (3S,4R)-3-amino-4-((6-(2,6-dichloro-3,5-dimethoxyphenyl)quinazolin-2-yl)amino)pyrrolidine-1-carboxylate N[C@H]1CN(C[C@H]1NC1=NC2=CC=C(C=C2C=N1)C1=C(C(=CC(=C1Cl)OC)OC)Cl)C(=O)OC(C)(C)C